FC=1C=CC2=C(NC(=NS2(=O)=O)NCC=2OC(=CC2)C)C1[C@@H](C)C1=C(C=CC=C1)F (S)-6-fluoro-5-(1-(2-fluorophenyl)ethyl)-3-(((5-methylfuran-2-yl)methyl)amino)-4H-benzo[e][1,2,4]thiadiazine 1,1-dioxide